N1CC(C1)N1C[C@@H](CCC1)NC=1C2=C(C(=NN1)C1=C(C=C(C=C1)C(F)(F)F)O)COC2 (R)-2-(4-((1-(azetidin-3-yl)piperidin-3-yl)amino)-5,7-dihydrofuro[3,4-d]pyridazin-1-yl)-5-(trifluoromethyl)phenol